ethyl 2-(4-((tert-butoxycarbonyl) amino)-3-fluorophenyl)-2-morpholinoacetate C(C)(C)(C)OC(=O)NC1=C(C=C(C=C1)C(C(=O)OCC)N1CCOCC1)F